N1(C=NC=C1)CC#N imidazole-1-yl-acetonitrile